C(C)(C)(C)OC(NC1=NC(=CC=C1)COCCC1=CC(=C(C(=C1)C1=NN(C=N1)C)OC)NC1=C(C=NC(=C1)Cl)C(NC)=O)=O tert-Butyl(6-((3-((6-chloro-3-(methylcarbamoyl)pyridin-4-yl)amino)-4-methoxy-5-(1-methyl-1H-1,2,4-Triazol-3-yl)phenethoxy)methyl)pyridin-2-yl)carbamate